N-Benzoyl-deoxycytidine C(C1=CC=CC=C1)(=O)NC1=NC(N([C@H]2C[C@H](O)[C@@H](CO)O2)C=C1)=O